2-amino-6-borono-2-(3-(4-(4-(methylsulfonyl)benzyl)piperazin-1-yl)propyl)hexanoic acid NC(C(=O)O)(CCCCB(O)O)CCCN1CCN(CC1)CC1=CC=C(C=C1)S(=O)(=O)C